BrC=1C=C(C=2N(C1)C=C(N2)C(=O)N2C[C@@H]([C@H](CC2)N2CC1=CC=CC=C1CC2)O)F (6-bromo-8-fluoroimidazo[1,2-a]pyridin-2-yl)[(3S,4S)-4-(3,4-dihydroisoquinolin-2(1H)-yl)-3-hydroxypiperidin-1-yl]methanone